1-(adamantylmethyl)-4-ethylbenzene C12(CC3CC(CC(C1)C3)C2)CC2=CC=C(C=C2)CC